2-chloro-6-cyano-N-(3-fluorophenyl)pyrimidine-4-carboxamide Selenium calcium fluoride [F-].[Ca+2].[Se+2].ClC1=NC(=CC(=N1)C(=O)NC1=CC(=CC=C1)F)C#N.[F-].[F-].[F-]